ethyl 5-bromo-1-(2,4-dimethylphenyl)-1,2,4-triazole-3-carboxylate BrC1=NC(=NN1C1=C(C=C(C=C1)C)C)C(=O)OCC